(2R,3S)-2-(6-{5-chloro-2-[(oxacyclohex-4-yl)amino]pyrimidin-4-yl}-1-oxo-2,3-dihydro-1H-isoindol-2-yl)-3-hydroxy-N-[(1R)-1-(3-methoxyphenyl)ethyl]butanamide ClC=1C(=NC(=NC1)NC1CCOCC1)C1=CC=C2CN(C(C2=C1)=O)[C@@H](C(=O)N[C@H](C)C1=CC(=CC=C1)OC)[C@H](C)O